N1(CCCCC1)C=1C(=CC(=NC1)C(=O)OC(C)(C)C)NC(=O)C1=NN(C2=CC=CC=C12)CC(F)(F)F tert-butyl 5-(piperidin-1-yl)-4-(1-(2,2,2-trifluoroethyl)-1H-indazole-3-carboxamido)picolinate